[N+](=O)([O-])C=1C=C(C=CC1NCCSC1=CC=CC=C1)S(=O)(=O)N 3-nitro-4-((2-phenylsulfanylethyl)amino)benzenesulfonamide